phenyl (4-{[3-(3-cyano-4-methoxyphenyl)-1-{[2-(trimethylsilyl)ethoxy]methyl}-1H-pyrrolo[2,3-b]pyridin-4-yl]oxy}-3,5-difluorophenyl)carbamate C(#N)C=1C=C(C=CC1OC)C1=CN(C2=NC=CC(=C21)OC2=C(C=C(C=C2F)NC(OC2=CC=CC=C2)=O)F)COCC[Si](C)(C)C